O(CCOCCF)CCOCCF 1,1'-oxybis(2-(2-fluoroethoxy)ethane)